(S)-4-(4-acryloyl-3-(cyanomethyl)piperazin-1-yl)-N-(3-(cyanomethyl)azetidin-3-yl)-7-(8-methylnaphthalen-1-yl)-5,6,7,8-tetrahydro-1,7-naphthyridine-2-carboxamide C(C=C)(=O)N1[C@H](CN(CC1)C1=CC(=NC=2CN(CCC12)C1=CC=CC2=CC=CC(=C12)C)C(=O)NC1(CNC1)CC#N)CC#N